FC=1C=C(C=CC1OC1=CC=NC2=CC(=C(C=C12)OC)OCCCN1CCC(CC1)C)NC(=O)C1=NC=CN(C1=O)C1=CC=C(C=C1)OC N-(3-fluoro-4-{6-methoxy-7-[3-(4-methyl-1-piperidinyl)propoxy]quinolin-4-yloxy}phenyl)-3-oxo-4-(4-methoxyphenyl)-3,4-dihydropyrazine-2-carboxamide